OCC=1C(=NC=CC1C1=CN(C(C(=C1)NC1=NC=CN=C1)=O)C)N1C(C=2N(CC1)C1=C(C2)CC(C1)(C)C)=O 2-[3'-Hydroxymethyl-1-methyl-6-oxo-5-(pyrazin-2-ylamino)-1,6-dihydro-[3,4']bipyridinyl-2'-yl]-7,7-dimethyl-3,4,7,8-tetrahydro-2H,6H-cyclopenta[4,5]pyrrolo[1,2-a]pyrazin-1-one